tartaric acid sodium tartrate C(=O)([O-])C(O)C(O)C(=O)[O-].[Na+].C(C(O)C(O)C(=O)O)(=O)O.[Na+]